C(CCCCC)C(C(=O)O)CC.C(CCC)(=O)OCCCCCC hexyl butanoate (Hexyl Butyrate)